Tert-butyl-(1-((4-amino-2-(4-(2-fluoroacryloylamino)phenyl)-3-(3-methoxy-4-((2,2,2-trifluoroethyl)carbamoyl)phenyl)-1-methyl-1H-pyrrolo[3,2-c]pyridin-7-yl)ethynyl)cyclopropyl)carbamate C(C)(C)(C)OC(NC1(CC1)C#CC=1C2=C(C(=NC1)N)C(=C(N2C)C2=CC=C(C=C2)NC(C(=C)F)=O)C2=CC(=C(C=C2)C(NCC(F)(F)F)=O)OC)=O